OC(=O)C(F)(F)F.C1(CC1)COC=1C(=C(C=CC1)N1CCC2(CC1)C=1C=CC(=NC1C(N(C2)CC2(CNC2)O)=O)C=2C(=NC=CC2)OCC)C(F)(F)F 1'-[3-(cyclopropylmethoxy)-2-(trifluoromethyl)phenyl]-2-(2-ethoxypyridin-3-yl)-7-[(3-hydroxyazetidin-3-yl)methyl]spiro[6H-1,7-naphthyridine-5,4'-piperidine]-8-one TFA salt